5-amino-4-chloro-2-(2-methyl-2H-indazol-5-yl)-6-vinylpyridazin-3(2H)-one NC1=C(C(N(N=C1C=C)C1=CC2=CN(N=C2C=C1)C)=O)Cl